dodecyl 2-chloronicotinate ClC1=C(C(=O)OCCCCCCCCCCCC)C=CC=N1